Calcium sulphate salt S(=O)(=O)([O-])[O-].[Ca+2]